(2R)-2-[benzyl(methyl)amino]-4-methyl-pentanal C(C1=CC=CC=C1)N([C@@H](C=O)CC(C)C)C